C(C)(C)OC1=C(C=CC=C1)[C@H]1CN(CCN1)C1CCC(CC1)(O)C (1s,4s)-4-[(3S)-3-(2-isopropoxyphenyl)piperazin-1-yl]-1-methylcyclohexan-1-ol